BrC1=C2C=NN(C2=C(C=C1)C)CCS(=O)(=O)C 4-bromo-7-methyl-1-(2-methylsulfonylethyl)indazole